(S)-2-amino-3-hydroxy-N-(6-(6-(3-methoxy-2-methylphenyl)-1-oxophthalazin-2(1H)-yl)pyridin-3-yl)acrylamide NC(C(=O)NC=1C=NC(=CC1)N1C(C2=CC=C(C=C2C=N1)C1=C(C(=CC=C1)OC)C)=O)=CO